2-(2-methoxy-4-methylsulfonyl-phenyl)azepane-1-carbaldehyde COC1=C(C=CC(=C1)S(=O)(=O)C)C1N(CCCCC1)C=O